3-fluoro-4-(4-(3-(8-fluoro-5-methyl-1-oxo-1,2-dihydroisoquinolin-3-yl)propyl)piperazin-1-yl)benzonitrile FC=1C=C(C#N)C=CC1N1CCN(CC1)CCCC=1NC(C2=C(C=CC(=C2C1)C)F)=O